FC1=C(OC2=C(N=C(S2)C(=O)N)C)C=CC(=C1)N1N=C2N(C1=O)[C@@H](CC2)C2=CC=CC=C2 (S)-5-(2-fluoro-4-(3-oxo-5-phenyl-6,7-dihydro-3H-pyrrolo[2,1-c][1,2,4]triazol-2(5H)-yl)phenoxy)-4-methylthiazole-2-carboxamide